3,4,6-trifluoro-7-[4-(4-propylcyclohexyl)cyclohex-1-enyl]dibenzothiophene tert-Butyl-(3R,4S)-3-((8-chloropyrido[2,3-d]pyridazin-5-yl)amino)-4-hydroxypyrrolidine-1-carboxylate C(C)(C)(C)OC(=O)N1C[C@H]([C@H](C1)O)NC1=C2C(=C(N=N1)Cl)N=CC=C2.FC=2C=CC1=C(SC3=C1C=CC(=C3F)C3=CCC(CC3)C3CCC(CC3)CCC)C2F